tert-butyl 3-({2-[2-(tert-butoxy)-2-oxoethyl]-4-fluoro-3-methylindazol-6-yl}amino)-3-(2,3-dichloro-6-fluorophenyl)pyrrolidine-1-carboxylate C(C)(C)(C)OC(CN1N=C2C=C(C=C(C2=C1C)F)NC1(CN(CC1)C(=O)OC(C)(C)C)C1=C(C(=CC=C1F)Cl)Cl)=O